6-formyl-4-methyl-1-{2-[4-(methylsulfonyl)piperazin-1-yl]propyl}-1H-indole-2-carbonitrile C(=O)C1=CC(=C2C=C(N(C2=C1)CC(C)N1CCN(CC1)S(=O)(=O)C)C#N)C